4-carbazolylbenzene C1(=CC=CC=2C3=CC=CC=C3NC12)C1=CC=CC=C1